ClC1=NC2=CC=CC(=C2C=C1)F chloro-5-fluoroquinolin